OC1=CC=CC2=C(C=CC=C12)O 1,5-Dihydroxynaphthalene